C(C)OC(=O)C1(CCN(CC1)C1=NC=NC(=N1)Cl)F 1-(4-chloro-1,3,5-triazin-2-yl)-4-fluoropiperidine-4-carboxylic acid ethyl ester